2-(2-(2-nonanyl)ethoxy)ethyl-tetrahydrothiophenium chloride [Cl-].CC(CCCCCCC)CCOCC[S+]1CCCC1